N-cyclohexyl-2,6-dihydroxy-5'-methyl-4-pentyl-2'-(prop-1-en-2-yl)-[1,1'-biphenyl]-3-carboxamide C1(CCCCC1)NC(=O)C=1C(=C(C(=CC1CCCCC)O)C1=C(C=CC(=C1)C)C(=C)C)O